BrC1=CC=C(C(=N1)C1=CN=C2N1C=C(N=C2)C(C)(C)O)F 2-(3-(6-bromo-3-fluoropyridin-2-yl)imidazo[1,2-a]pyrazin-6-yl)propan-2-ol